C(C)(=O)N1\C(\C(C2=CC=CC=C12)=O)=C/C1=NC2=CC=C(C=C2C(=C1)C1=CC=CC2=CC=CC=C12)C(=O)OC(C)(C)C tert-butyl (Z)-2-((1-acetyl-3-oxoindolin-2-ylidene)methyl)-4-(naphthalen-1-yl)quinoline-6-carboxylate